CN(CCOCC(=O)[O-])C(COCCN(C(COCCN(C(COCCN(C(COCCN(C(CNC(COCCOCCNC(CC)=O)=O)=O)C)=O)C)=O)C)=O)C)=O 6,12,18,24,30-pentamethyl-7,13,19,25,31,34,43-heptaoxo-3,9,15,21,27,36,39-heptaoxa-6,12,18,24,30,33,42-heptaazapentatetracontanoate